3-(3-(4-(hydroxymethyl)phenoxy)azetidin-1-yl)-2-(1H-pyrrol-1-yl)benzoic acid OCC1=CC=C(OC2CN(C2)C=2C(=C(C(=O)O)C=CC2)N2C=CC=C2)C=C1